CC1(COC1)COC1=CC2=C(N(C=N2)C2=NC3=C(C=CC=C3C=C2)C2CNCC2)C=C1 2-[5-[(3-methyloxetan-3-yl)methoxy]benzimidazol-1-yl]-8-pyrrolidin-3-yl-quinoline